C(C(=C)C)(=O)OCCC[Si](O[Si](C)(C)C)(O[Si](C)(C)C)O[Si](C)(C)C 3-methacryloxypropyl-TRIS(trimethyl-siloxy)silane